1,3,5-trimethacryloylhexahydrotriazine C(C(=C)C)(=O)N1NN(CC(C1)C(C(=C)C)=O)C(C(=C)C)=O